C(C)N(CCCCCCCCSC1=C2CN(CC2=C(C=C1)F)C1C(NC(CC1)=O)=O)CC 4-((8-(diethylamino)octyl)thio)-2-(2,6-dioxopiperidin-3-yl)-7-fluoroisoindoline